C(C)(C)(C)OC(=O)N1CC(C1)C1=CC=C(C=C1)NC1=NC=C(C(=N1)C=1C=NN(C1)CCC#N)C 3-(4-((4-(1-(2-cyanoethyl)-1H-pyrazol-4-yl)-5-methylpyrimidin-2-yl)amino)phenyl)azetidine-1-carboxylic acid tert-butyl ester